N-((7-(5-(difluoromethyl)-1,3,4-oxadiazol-2-yl)imidazo[1,2-a]pyridin-2-yl)methyl)-N-(3-fluorophenyl)-4-propionylpiperazine-1-sulfonamide FC(C1=NN=C(O1)C1=CC=2N(C=C1)C=C(N2)CN(S(=O)(=O)N2CCN(CC2)C(CC)=O)C2=CC(=CC=C2)F)F